N1(CCCCCC1)C=1C=C(C=CC1C(=O)N1CCNCC1)NC(=O)C1CC1 (N-[3-(azepan-1-yl)-4-(piperazine-1-carbonyl)phenyl])Cyclopropanecarboxamide